6-bromo-3-methyl-2H-furo[3,2-b]pyridin BrC=1C=C2C(=NC1)C(CO2)C